S1C=NC2=C1C=1C=CC=CC1C=1C=CC=CC12 phenanthro[9,10-d]thiazole